BrC=1C=C(C=NC1Cl)CN1[C@H](CN(CC1)C(=O)OC(C)(C)C)C t-butyl (S)-4-((5-bromo-6-chloropyridin-3-yl)methyl)-3-methylpiperazine-1-carboxylate